2-(2-((5-bromopyridin-2-yl)oxy)ethoxy)acetic acid tert-butyl ester C(C)(C)(C)OC(COCCOC1=NC=C(C=C1)Br)=O